C(=O)C1=CC=C(O1)C(=O)OC methyl 5-formylfuran-2-carboxylate